FC1=CC=C(CN(C(=O)NCC2=CC=C(C=C2)OCC(C)C)CC2CN(C2)C)C=C1 1-(4-fluoro-benzyl)-3-(4-isobutoxy-benzyl)-1-(1-methyl-azetidin-3-ylmethyl)-urea